C(C)(C)(C)OC(=O)N1C(C(C1)NS(=O)(=O)C=1C=2C3=C(C(N(C3=CC1)CC)=O)C=CC2)C(C)(C)C tert-butyl-3-(1-ethyl-2-oxo-1,2-dihydrobenzo[cd]indole-6-sulfonamido)azetidine-1-carboxylic acid tert-butyl ester